tert-butyl 4-((N-(4-(1,3,2-dithiarsolan-2-yl)phenyl)-5-benzylisoxazole-3-carboxamido)methyl)piperidine-1-carboxylate S1[As](SCC1)C1=CC=C(C=C1)N(C(=O)C1=NOC(=C1)CC1=CC=CC=C1)CC1CCN(CC1)C(=O)OC(C)(C)C